(E)-3,3-dimethyl-1-(2-(2-(3-oxo-3-phenoxypropoxy)ethoxy)ethyl)indolin CC1(CN(C2=CC=CC=C12)CCOCCOCCC(OC1=CC=CC=C1)=O)C